1,4-dibromo-methyl-benzene BrC1=C(C=C(C=C1)Br)C